tert-butyl (R)-3-((S)-1-(tert-butoxy)-3-(3-(2-hydroxyethyl)phenyl)-1-oxopropane-2-yl)pyrrolidine-1-carboxylate C(C)(C)(C)OC([C@@H](CC1=CC(=CC=C1)CCO)[C@@H]1CN(CC1)C(=O)OC(C)(C)C)=O